3-(methylamino)butan-1-ol CNC(CCO)C